n-butyl-tris-(2-methoxyethoxy)silane C(CCC)[Si](OCCOC)(OCCOC)OCCOC